isodocosylurea C(CCCCCCCCCCCCCCCCCCC(C)C)NC(=O)N